3-hydroxyadamantanecarboxylic acid silver salt [Ag+].OC12CC3(CC(CC(C1)C3)C2)C(=O)[O-]